FC(C(=O)O)(F)F.NCC(=O)[C@]1([C@@H](C[C@H]2[C@@H]3C[C@@H](C4=CC(C=C[C@@]4([C@]3([C@H](C[C@]12C)O)F)C)=O)F)C)O (1R,2S,8S,10S,11S,13R,14R,15S,17S)-14-(2-aminoacetyl)-1,8-difluoro-14,17-dihydroxy-2,13,15-trimethyltetracyclo[8.7.0.02,7.011,15]Heptadecane-3,6-diene-5-one trifluoroacetate